[2H]C(C1CCN(CC1)C(=O)OC(C)(C)C)(N1C(C2=CC=CC=C2C1=O)=O)[2H] tert-butyl 4-[dideuterio-(1,3-dioxoisoindolin-2-yl)methyl]piperidine-1-carboxylate